6-chloro-N-(2,2-difluoroethyl)-4-(((1s,4s)-4-hydroxycyclohexyl)amino)nicotinamide ClC1=NC=C(C(=O)NCC(F)F)C(=C1)NC1CCC(CC1)O